8-[(2S,5R)-4-[(4-fluorophenyl)(1,2-oxazol-3-yl)methyl]-2,5-dimethylpiperazin-1-yl]-5-methyl-6-oxo-5,6-dihydro-1,5-naphthyridine-2,7-dicarbonitrile FC1=CC=C(C=C1)C(N1C[C@@H](N(C[C@H]1C)C1=C(C(N(C=2C=CC(=NC12)C#N)C)=O)C#N)C)C1=NOC=C1